3-(4-((9-benzhydryl-3,9-diazaspiro[5.5]undec-3-yl)methyl)-1-oxoisoindolin-2-yl)piperidine-2,6-dione C(C1=CC=CC=C1)(C1=CC=CC=C1)N1CCC2(CCN(CC2)CC2=C3CN(C(C3=CC=C2)=O)C2C(NC(CC2)=O)=O)CC1